5-chloro-2-(1-(1-(5-methoxypyridin-3-yl)-1H-pyrazol-4-yl)ethyl)pyridine ClC=1C=CC(=NC1)C(C)C=1C=NN(C1)C=1C=NC=C(C1)OC